C(C)N1N=C(C2=C1CN(CC2)C(=O)N(C)C)C(=O)N2CCC(CC2)C2=C(C=CC=C2)C(F)(F)F 1-ethyl-N,N-dimethyl-3-(4-(2-(trifluoromethyl)phenyl)piperidine-1-carbonyl)-1,4,5,7-tetrahydro-6H-pyrazolo[3,4-c]pyridine-6-carboxamide